4-(7,8-difluoro-3-quinolylamino)-2-[p-(3-morpholinopropoxy)phenylamino]pyrimidine FC1=CC=C2C=C(C=NC2=C1F)NC1=NC(=NC=C1)NC1=CC=C(C=C1)OCCCN1CCOCC1